5-(4-amino-3-fluoro-2-methylphenoxy)-1-methyl-3-((2-(trimethylsilyl)ethoxy)methyl)-1,3-dihydro-2H-benzo[d]imidazol-2-one NC1=C(C(=C(OC2=CC3=C(N(C(N3COCC[Si](C)(C)C)=O)C)C=C2)C=C1)C)F